CS(=O)(=O)OCC1=CC(=NO1)OC[C@H]1N(CCC1)C(=O)OC(C)(C)C tert-butyl (S)-2-(((5-(((methylsulfonyl)oxy)methyl)isoxazol-3-yl)oxy)methyl)pyrrolidine-1-carboxylate